1,3-bis({[1-(3,4-dichlorophenyl)-1H-1,2,3,4-tetrazol-5-yl]methyl})urea ClC=1C=C(C=CC1Cl)N1N=NN=C1CNC(=O)NCC1=NN=NN1C1=CC(=C(C=C1)Cl)Cl